Methyl-(S)-(1-(4-fluoro-3-(trifluoromethyl)phenyl)cyclopropyl) (morpholin-3-ylmethyl)-Carbamat N1C(COCC1)CNC(O[C@@]1(C(C1)C)C1=CC(=C(C=C1)F)C(F)(F)F)=O